FC1(C(=CC=CC1)C1=CC=CC=C1)C(C(=O)O)C (±)-2-fluoro-α-methyl-(1,1'-biphenyl)acetic acid